C(CCCCCCCCCCCCCCCCC)(=O)OCCOCC(OCCOC)C1OCC(C1OCCOC)OCCOC 2-[2-[3,4-bis(2-methoxyethoxy)oxolan-2-yl]-2-(2-methoxyethoxy)ethoxy]ethyl octadecanoate